[Si](C)(C)(C(C)(C)C)OC1C2N(C(C3=C(N1C(=O)[O-])C=C(C(=C3)OC3CC3)O)=O)CC3(CC3)C2 11-((tert-butyldimethylsilyl)oxy)-7-cyclopropyloxy-8-hydroxy-5-oxo-11,11a-dihydro-1H,3H-spiro[benzo[e]pyrrolo[1,2-a][1,4]diazepine-2,1'-cyclopropane]-10(5H)-carboxylate